2,6-dichloro-4-fluorobenzaldehyde ClC1=C(C=O)C(=CC(=C1)F)Cl